N-[4-(benzyloxy)phenyl]-5-(5-chloro-4-methoxy-2-{[(3S)-3-(morpholin-4-ylmethyl)-3,4-dihydroisoquinolin-2(1H)-yl]carbonyl}phenyl)-1,2-dimethyl-1H-pyrrole-3-carboxamide C(C1=CC=CC=C1)OC1=CC=C(C=C1)NC(=O)C1=C(N(C(=C1)C1=C(C=C(C(=C1)Cl)OC)C(=O)N1CC2=CC=CC=C2C[C@H]1CN1CCOCC1)C)C